tert-butyl N-[7-azido-3-chloro-5-(isobutylsulfamoyl)-8,9-dihydro-7H-cyclopenta[h]isoquinolin-9-yl]carbamate N(=[N+]=[N-])C1CC(C=2C1=CC(=C1C=C(N=CC21)Cl)S(NCC(C)C)(=O)=O)NC(OC(C)(C)C)=O